1-Iodo-N-methyl-3-(tetrahydro-2H-pyran-4-yl)-5,6-dihydroimidazo[1,5-a]pyrazine IC=1N(C(N2C1C=NCC2)C2CCOCC2)C